F[C@]12CC3(CC(C[C@@](C1)(C3)F)C2)C(=O)N2C3=C(NC1=C(C2)C=NN1C)C=CC=C3 ((1r,3R,5S,7r)-3,5-Difluoroadamantan-1-yl)(1-methyl-4,10-dihydrobenzo[b]pyrazolo[3,4-e][1,4]diazepin-5(1H)-yl)methanone